COC1=C(CN2CCN(CC2)C(=O)C2=C(C=CC=C2)C(C)=O)C=CC=C1 1-(2-(4-(2-methoxybenzyl)piperazine-1-carbonyl)phenyl)ethanone